2-Chloro-6-(4-phenylpiperazin-1-yl)isonicotinamide ClC=1C=C(C(=O)N)C=C(N1)N1CCN(CC1)C1=CC=CC=C1